COC(CC1=COC2=C1C=CC(=C2)O)=O 2-(6-Hydroxybenzofuran-3-yl)acetic acid methyl ester